N-tosyl-imidazole S(=O)(=O)(C1=CC=C(C)C=C1)N1C=NC=C1